(2S,3R,4R,5S)-1-(((5S,8s)-3,3-dimethyl-2-oxaspiro[4.5]decan-8-yl)methyl)-2-(hydroxymethyl)piperidine-3,4,5-triol CC1(OCC2(C1)CCC(CC2)CN2[C@H]([C@H]([C@@H]([C@H](C2)O)O)O)CO)C